Tert-butyl 2-[2-[2-[4-[4-[[6-[3-[(4-tert-butylbenzoyl)amino]-2-methyl-phenyl]-4-methyl-3-oxo-pyrazin-2-yl]amino]benzoyl]piperazin-1-yl]ethoxy]ethoxy]acetate C(C)(C)(C)C1=CC=C(C(=O)NC=2C(=C(C=CC2)C2=CN(C(C(=N2)NC2=CC=C(C(=O)N3CCN(CC3)CCOCCOCC(=O)OC(C)(C)C)C=C2)=O)C)C)C=C1